BrC=1C(=CC=NC1)C 5-bromo-4-methyl-pyridine